5,5-difluoro-2-azaspiro[3.3]heptan FC1(C2(CNC2)CC1)F